N-(4-methoxy-5-((6-((2-(1-methyl-1H-pyrazol-3-yl)phenyl)amino)pyrimidin-4-yl)amino)-2-morpholinophenyl)acrylamide COC1=CC(=C(C=C1NC1=NC=NC(=C1)NC1=C(C=CC=C1)C1=NN(C=C1)C)NC(C=C)=O)N1CCOCC1